saligenin OCC1=CC=CC=C1O